FC=1C=NN(C1)C1=CC=C(C=N1)C(C)C1N(CCNC1)C(=O)N 1-(6-(4-fluoro-1H-pyrazol-1-yl)pyridin-3-yl)ethylpiperazine-1-carboxamide